6-bromo-N'-[4-[tert-butyl(dimethyl)silyl]oxy-2-ethyl-phenyl]-4-[[(3R)-1,1-dioxothiolan-3-yl]amino]pyrrolo[1,2-b]pyridazine-3-carboxamidine BrC=1C=C2N(N=CC(=C2N[C@H]2CS(CC2)(=O)=O)C(=NC2=C(C=C(C=C2)O[Si](C)(C)C(C)(C)C)CC)N)C1